3-[3-[2-[2-(tert-butoxycarbonylamino)ethoxy]ethoxy]-5-morpholino-phenyl]-1-tetrahydropyran-2-yl-indazole-5-carboxylic acid C(C)(C)(C)OC(=O)NCCOCCOC=1C=C(C=C(C1)N1CCOCC1)C1=NN(C2=CC=C(C=C12)C(=O)O)C1OCCCC1